(13S)-15-(2,6-difluorophenyl)-13-methyl-4,7-dioxa-9-thia-11,14-diazatricyclo[8.5.0.02,8]pentadecan-1(10),2(8),14-trien-12-one FC1=C(C(=CC=C1)F)C1=N[C@H](C(NC=2SC=3OCCOCC3C12)=O)C